NC(CNC1=NC(=C2C(=N1)N(N=C2)C)NCC2=CC(=CC=C2)Br)C2=CC=CC=C2 6-N-(2-amino-2-phenylethyl)-4-N-[(3-bromophenyl)methyl]-1-methylpyrazolo[3,4-d]pyrimidine-4,6-diamine